BrC1=CC=CC=2[C@H]3[C@@H](N(C12)CC(=O)NC)CCN(C3)C(=O)OCC (4aS,9bR)-ethyl 6-bromo-5-(2-(methylamino)-2-oxoethyl)-3,4,4a,5-tetrahydro-1H-pyrido[4,3-b]indole-2(9bH)-carboxylate